N(N)C1=NC=C(C(=C1)C)[N+](=O)[O-] 2-Hydrazino-4-methyl-5-nitropyridine